ethyl-4-chlorobenzylamine C(C)NCC1=CC=C(C=C1)Cl